6-acetyl-8-cyclopentyl-2-[[5-(4-isopropylsulfonylpiperazin-1-yl)-2-pyridyl]-amino]-5-methylpyrido[2,3-d]pyrimidin-7-one C(C)(=O)C1=C(C2=C(N=C(N=C2)NC2=NC=C(C=C2)N2CCN(CC2)S(=O)(=O)C(C)C)N(C1=O)C1CCCC1)C